C(C)C=1C(=C(C(=C(C1)OCC)F)F)C1CCCCC1 ethylcyclohexyl-2,3-difluorophenetole